(S)-5-(4-chlorophenyl)-N-(3-(1-(2-(4-methyl-2-oxo-1,2-dihydroquinolin-6-yl)acetyl)piperidin-4-yl)-1-(methylamino)-1-oxopropan-2-yl)picolinamide ClC1=CC=C(C=C1)C=1C=CC(=NC1)C(=O)N[C@H](C(=O)NC)CC1CCN(CC1)C(CC=1C=C2C(=CC(NC2=CC1)=O)C)=O